C1CNCCC12CCC(CC2)CN2CCC(CC2)N2N=C(C(=C2)NC(=O)C=2C=NN1C2N=C(C=C1)N1CCOCC1)C(F)F N-(1-(1-((3-azaspiro[5.5]undecan-9-yl)methyl)piperidin-4-yl)-3-(difluoromethyl)-1H-pyrazol-4-yl)-5-morpholinopyrazolo[1,5-a]pyrimidine-3-carboxamide